2-(5-(1-((1s,2s,3s,5s,6r)-2,6-difluoro-1-methyl-8-azabicyclo[3.2.1]oct-3-yl-5-d)vinyl)pyrazin-2-yl)-5-(1H-imidazol-1-yl)phenol F[C@@H]1[C@@]2(C[C@H]([C@](C[C@H]1C(=C)C=1N=CC(=NC1)C1=C(C=C(C=C1)N1C=NC=C1)O)(N2)[2H])F)C